tert-butyl 6-[3-(trifluoromethyl) azetidin-1-yl]-2-azaspiro[3.3]heptane-2-carboxylate FC(C1CN(C1)C1CC2(CN(C2)C(=O)OC(C)(C)C)C1)(F)F